tert-butyl 2-(3-bromo-2-chlorophenoxy)-2-methylpropanoate BrC=1C(=C(OC(C(=O)OC(C)(C)C)(C)C)C=CC1)Cl